C(C)(C)(C)OC(=O)N1CC(C(CC1)C1=CC=CC=2N(C(N(C21)C)=O)C2C(N(C(CC2)=O)CC2=CC=C(C=C2)OC)=O)(F)F 3,3-difluoro-4-[1-[1-[(4-methoxyphenyl)methyl]-2,6-dioxo-3-piperidinyl]-3-methyl-2-oxo-benzoimidazol-4-yl]piperidine-1-carboxylic acid tert-butyl ester